4-[1-(dimethylphosphoryl)cyclopropyl]phenol CP(=O)(C)C1(CC1)C1=CC=C(C=C1)O